[Cl-].C(CCCCC)N1CC=C(C=C1)C N-hexyl-4-methylpyridine chloride salt